4-methyl-1,2-benzenedithiol CC=1C=C(C(=CC1)S)S